4-bromophenyl (pentyl) sulfide C(CCCC)SC1=CC=C(C=C1)Br